ClC=1C=C2C(=C(N(C(C2=CC1)=O)C1CCCC1)C(=O)O)C1=CC=C(C=C1)O 6-chloro-2-cyclopentyl-4-(4-hydroxyphenyl)-1-oxo-1,2-dihydroisoquinoline-3-carboxylic acid